N-(bicyclo[1.1.1]pentan-1-yl)-2-cyclobutyl-8-hydroxy-5-(2-(4-hydroxypiperidin-1-yl)ethyl)-6-oxo-5,6-dihydropyrido[2,3-b]pyrazine-7-carboxamide C12(CC(C1)C2)NC(=O)C2=C(C=1C(=NC=C(N1)C1CCC1)N(C2=O)CCN2CCC(CC2)O)O